di-n-pentyl 2,3-dichloromaleate Cl/C(/C(=O)OCCCCC)=C(/C(=O)OCCCCC)\Cl